[(3R,4S)-3-(4-chlorophenyl)-4-[(1S)-1-hydroxyethyl]pyrrolidin-1-yl]-(3-pyridazin-4-yl-1H-pyrazol-5-yl)methanone ClC1=CC=C(C=C1)[C@@H]1CN(C[C@H]1[C@H](C)O)C(=O)C1=CC(=NN1)C1=CN=NC=C1